CN1CN(C=C1)C N-methyl-3-methylimidazole